C(C)(C)(C)OC(N(C)CC1=C(C=NC=C1)NC1=CC(=CC=C1)Cl)=O N-[[3-(3-chloroanilino)-4-pyridyl]methyl]-N-methyl-carbamic acid tert-butyl ester